COC1=C(C=CC=O)C=CC=C1 ortho-methoxycinnamaldehyde